(E)-2-(1,2-diphenylvinyl)-6-methylpyridine C1(=CC=CC=C1)/C(=C\C1=CC=CC=C1)/C1=NC(=CC=C1)C